5-bromo-3-chloro-1-ethylpyridin-2(1H)-one BrC=1C=C(C(N(C1)CC)=O)Cl